(2-(difluoromethoxy)pyridin-4-yl)bicyclo[4.2.0]octa-1(6),2,4-trien-2-amine FC(OC1=NC=CC(=C1)C1=C(C=2CCC2C=C1)N)F